FC=1C(=C(C=NC1C)NC(OC(C)(C)C)=O)C#C[Si](C)(C)C tert-butyl N-[5-fluoro-6-methyl-4-(2-trimethylsilylethynyl)-3-pyridyl]carbamate